COC1=C(CN2CC3(CN(C3)C(COC3=C4C(N(C(C4=CC=C3)=O)C3C(NC(CC3)=O)=O)=O)=O)C2)C(=CC(=C1)C1=CN(C(C2=CN=CC=C12)=O)C)OC 4-(2-(6-(2,6-Dimethoxy-4-(2-Methyl-1-Oxo-1,2-Dihydro-2,7-Naphthyridin-4-Yl)Benzyl)-2,6-Diazaspiro[3.3]Heptan-2-Yl)-2-Oxoethoxy)-2-(2,6-Dioxopiperidin-3-Yl)Isoindoline-1,3-Dione